C1(C=CC=C1)[Cu]C1C=CC=C1 bis(cyclopentadienyl)copper (II)